FC1([C@@H]2COC[C@@H]1CN(C2)C(=O)C=2C=C1N=C(C=NC1=CC2)C2=CC=1C(N=C2)=NN(C1)C)F ((1S,5S)-9,9-difluoro-3-oxa-7-azabicyclo[3.3.1]nonan-7-yl)(3-(2-methyl-2H-pyrazolo[3,4-b]pyridin-5-yl)-6-quinoxalinyl)methanone